1-((3-(4-chlorophenethyl)-1,2,4-oxadiazol-5-yl)methyl)-5-methyl-6-oxo-1,6-dihydropyridazine-4-carboxamide ClC1=CC=C(CCC2=NOC(=N2)CN2N=CC(=C(C2=O)C)C(=O)N)C=C1